5-(4-(3-(5-ethyl-6-methoxypyridin-2-yl)cyclopent-2-en-1-yl)piperazin-1-yl)-6-fluoro-N-(2-fluoroethyl)picolinamide C(C)C=1C=CC(=NC1OC)C1=CC(CC1)N1CCN(CC1)C=1C=CC(=NC1F)C(=O)NCCF